(1-Ethylpyrrolidin-3-yl)-N-(3-phenylpropyl)-1H-benzo[d]imidazole-1-carboxamide C(C)N1CC(CC1)C1=NC2=C(N1C(=O)NCCCC1=CC=CC=C1)C=CC=C2